C(C)OC(=O)C=1C=NN(C1NC)C(C)(C)C 1-(tert-butyl)-5-(methylamino)-1H-pyrazole-4-carboxylic acid ethyl ester